C1(CC1)C1=NC=NC(=C1C=1N=C(C=2C(N1)=CN(N2)C)N(C)[C@@H](C(F)F)C2=CC=C(C=C2)C=2N(C=C(N2)C(F)(F)F)C(C)C)OC (R)-5-(4-cyclopropyl-6-methoxypyrimidin-5-yl)-N-(2,2-difluoro-1-(4-(1-isopropyl-4-(trifluoromethyl)-1H-imidazol-2-yl)phenyl)ethyl)-N,2-dimethyl-2H-pyrazolo[4,3-d]pyrimidin-7-amine